C[C@@H](C(=O)O)C(C)O methyl-(R)-3-hydroxybutyric acid